4-{[(1E)-{[(tert-butoxy)carbonyl]amino}({[(tert-butoxy)carbonyl]imino})methyl]amino}benzoic acid C(C)(C)(C)OC(=O)N/C(=N/C(=O)OC(C)(C)C)/NC1=CC=C(C(=O)O)C=C1